Cl.C(CC1=CC=CC=C1)N1CCC(CC1)CN (1-phenethylpiperidin-4-yl)methanamine hydrochloride